3-[1-Oxo-4-(4-piperidylmethylamino)isoindolin-2-yl]piperidine-2,6-dione O=C1N(CC2=C(C=CC=C12)NCC1CCNCC1)C1C(NC(CC1)=O)=O